ClC1=C(C(=O)OC)C(=CC(=N1)C)C methyl 2-chloro-4,6-dimethylnicotinate